OC1=CC=C2N(CC(NC2=C1)=O)C=1C2=C(N=C(N1)C)CCC2 7-hydroxy-4-(2-methyl-6,7-dihydro-5H-cyclopenta[d]pyrimidin-4-yl)-3,4-dihydroquinoxalin-2(1H)-one